Cl.ClC=1C(=NC(=NC1)NC1=CC(=C(C(=C1)C)OCCN(CC)CC)C)N1OCCC1C1=CC=CC=C1 5-chloro-N-(4-(2-(diethylamino)ethoxy)-3,5-dimethylphenyl)-4-(3-phenylisoxazolidin-2-yl)pyrimidine-2-amine hydrochloride